N-{2-[3-(difluoromethane-sulfonylamino)phenyl]propan-2-yl}-5-(6-ethoxypyrazin-2-yl)-1,3-thiazole-2-carboxamide FC(S(=O)(=O)NC=1C=C(C=CC1)C(C)(C)NC(=O)C=1SC(=CN1)C1=NC(=CN=C1)OCC)F